2-chloro-4-[(6-chloropyrido[3,2-d]pyrimidin-4-yl)amino]phenol ClC1=C(C=CC(=C1)NC=1C2=C(N=CN1)C=CC(=N2)Cl)O